CNC(=O)C1=NN=C(S1)CCCCC1=NN=C(S1)C(=O)OCC Ethyl 5-(4-(5-(methylcarbamoyl)-1,3,4-thiadiazol-2-yl)butyl)-1,3,4-thiadiazole-2-carboxylate